O=C1NC(CCC1N1C(C2=CC=CC(=C2C1=O)NCCC(=O)N1CCN(CC1)C1=NC=C(C(=O)N2CCC(CC2)CCCCNC(\C=C\C=2C=NC=CC2)=O)C=C1)=O)=O (E)-N-(4-(1-(6-(4-(3-((2-(2,6-dioxopiperidin-3-yl)-1,3-dioxoisoindolin-4-yl)amino)propanoyl)piperazin-1-yl)nicotinoyl)piperidin-4-yl)butyl)-3-(pyridin-3-yl)acrylamide